5-methyl-N-(thiazol-4-ylmethyl-d2)-6-(3-(trifluoromethyl)-7,8-dihydro-1,6-naphthyridin-6(5H)-yl)pyridazine-3-carboxamide CC=1C=C(N=NC1N1CC=2C=C(C=NC2CC1)C(F)(F)F)C(=O)NC([2H])([2H])C=1N=CSC1